CC1=CC=C(N=N1)N1N=CC2=C(C=CC=C12)NC(C1=CC=CC=C1)=O N-[1-(6-methylpyridazin-3-yl)-1H-indazol-4-yl]benzamide